BrC=1C=CC(NC1C(F)(F)F)=O 5-bromo-6-(trifluoromethyl)pyridin-2(1H)-one